C(N)(OC1=C(C(=CC=C1)CC(=O)NC1=NC=C(C(=C1)C1=C2N(N=C1)CC(C2)(C)C)Cl)C(C)(C)C)=O (tert-butyl 3-(2-((5-chloro-4-(5,5-dimethyl-5,6-dihydro-4H-pyrrolo[1,2-b]pyrazol-3-yl) pyridin-2-yl) amino)-2-oxoethyl) phenyl) carbamate